[Ca+2].C(C)(=O)C1=C(C=C(C=C1)Cl)C=1C(=NN(C(C1)=O)[C@H](C(=O)NC1=CC=C(C(=O)[O-])C=C1)CC1=CC=CC=C1)OC.C(C)(=O)C1=C(C=C(C=C1)Cl)C=1C(=NN(C(C1)=O)[C@H](C(=O)NC1=CC=C(C(=O)[O-])C=C1)CC1=CC=CC=C1)OC (S)-4-(2-(4-(2-Acetyl-5-chlorophenyl)-3-methoxy-6-oxopyridazin-1(6H)-yl)-3-phenyl-Propionamido)benzoic acid calcium salt